5-Ethylindol-2-one C(C)C1=CC2=CC(N=C2C=C1)=O